(R)-3-fluoro-N-(6-fluoropyridin-2-yl)-N-(4-methoxybenzyl)-4-methyl-5-((1-(1-phenylethyl)piperidin-4-yl)amino)pyridine-2-sulfonamide FC=1C(=NC=C(C1C)NC1CCN(CC1)[C@H](C)C1=CC=CC=C1)S(=O)(=O)N(CC1=CC=C(C=C1)OC)C1=NC(=CC=C1)F